5-trifluoromethyl-pyrrole-3-nitrile FC(C1=CC(=CN1)C#N)(F)F